C(C1=CC=CC=C1)C=1NC(=NN1)C(=O)NC1=NC=CC(=C1)C1=C(C=C(C=C1)OC)C 5-benzyl-N-(4-(4-methoxy-2-methylphenyl)pyridine-2-yl)-4H-1,2,4-triazole-3-formamide